C1(=CC=CC=C1)N1NC(C2=CC(=C3C(=C12)C=CC=C3)O[Si](C)(C)C)=O 1-Phenyl-5-((trimethylsilyl)oxy)-1,2-dihydro-3H-benzo[g]indazol-3-on